BrC=1C2=C(N(C(CC1C=1OC(=NN1)C1CC1)=O)CC1=CC=C(C=C1)OC)C(=CC=C2)F 5-bromo-4-(5-cyclopropyl-1,3,4-oxadiazol-2-yl)-9-fluoro-1-(4-methoxybenzyl)-1,3-dihydro-2H-benzo[b]azepin-2-one